NCCCN(CC(CCCCCCCCCC)O)CC(CCCCCCCCCC)O 1,1'-((3-aminopropyl)azanediyl)bis(dodecane-2-ol)